C(CCCCCCCCCC)(=O)C1C(=O)NCCC1 undecanoyl-valerolactam